NC1=C(C(=CC=C1OC)C)C1=C2C(=NC(=C1C#N)N1CC3(CN(C3)C(C=C)=O)CC1)CC(OC2)(C)C 4-(2-amino-3-methoxy-6-methylphenyl)-7,7-dimethyl-2-(2-(2-propenoyl)-2,6-diazaspiro[3.4]octan-6-yl)-7,8-dihydro-5H-pyrano[4,3-b]pyridine-3-carbonitrile